O[C@H](C)[C@@]1(N(CCC1)C(=O)C1=CC(=C2N1CCC1=CC(=C(C=C21)C2=NNC=C2)OC)C=2SC=CC2)C [(2R)-2-[(1R)-1-hydroxyethyl]-2-methyl-pyrrolidin-1-yl]-[8-methoxy-9-(1H-pyrazol-3-yl)-1-(2-thienyl)-5,6-dihydropyrrolo[2,1-a]isoquinolin-3-yl]methanone